OC1=C(C=C(C=C1)C1=CC=CC=C1)C=O 4-hydroxy-[1,1'-biphenyl]-3-carboxaldehyde